N-(3-((5-chloro-2-nitrophenyl)amino)phenyl)methanesulfonamide ClC=1C=CC(=C(C1)NC=1C=C(C=CC1)NS(=O)(=O)C)[N+](=O)[O-]